C(#N)C=1C([C@@]([C@@H]2CC[C@]3([C@@]4(CC[C@]5(CCC(C[C@H]5[C@H]4C(C=C3[C@]2(C1)C)=O)(C)C)C(=O)OC)C)C)(C)O)=O methyl (4aS,6aR,6bS,8aR,9S,12aS,14aR,14bS)-11-cyano-9-hydroxy-2,2,6a,6b,9,12a-hexamethyl-10,14-dioxo-1,3,4,5,6,6a,6b,7,8,8a,9,10,12a,14,14a,14b-hexadecahydropicene-4a(2H)-carboxylate